NC=1C=C2C(NC(=NC2=CC1)C1=CC(=C(C(=C1)C)O)C)=O 6-amino-2-(4-hydroxy-3,5-dimethyl-phenyl)-3H-quinazolin-4-one